1-((S)-2-(8-((S)-2,2-dimethyl-3-((methylsulfonyl)methyl)azetidin-1-yl)-3-((2-(4-methoxypiperidin-1-yl)pyrimidin-4-yl)amino)isoquinolin-5-yl)azepan-1-yl)prop-2-en-1-one CC1(N(C[C@@H]1CS(=O)(=O)C)C=1C=CC(=C2C=C(N=CC12)NC1=NC(=NC=C1)N1CCC(CC1)OC)[C@H]1N(CCCCC1)C(C=C)=O)C